[2-[(1,3-benzothiazol-2-yl(hexyl)hydrazono)methyl]-4-(4-heptylcyclohexanecarbonyl)oxy-phenyl]4-(6-prop-2-enoyloxyhexoxy)benzoate S1C(=NC2=C1C=CC=C2)N(N=CC2=C(C=CC(=C2)OC(=O)C2CCC(CC2)CCCCCCC)OC(C2=CC=C(C=C2)OCCCCCCOC(C=C)=O)=O)CCCCCC